((2-((3R,4R)-3-amino-4-fluoropiperidin-1-yl)-6-chloro-1H-benzo[d]imidazol-1-yl)methyl)benzonitrile N[C@@H]1CN(CC[C@H]1F)C1=NC2=C(N1CC1=C(C#N)C=CC=C1)C=C(C=C2)Cl